C(C)(=O)NCC1CCN(CC1)CC1=CC(=NC(=C1)C1=CC(=CC(=C1)Cl)Cl)OC=1C=CC(=NC1)N1CCN(CC1)C(CCC(=O)OC)=O methyl 4-(4-(5-((4-((4-(acetamidomethyl) piperidin-1-yl) methyl)-6-(3,5-dichlorophenyl) pyridin-2-yl) oxy) pyridin-2-yl) piperazin-1-yl)-4-oxobutanoate